2-methyl-5-(3-methoxyphenyl)-N-(3-((dimethylamino)methyl)-1,2,4-thiadiazol-5-yl)furan-3-carboxamide CC=1OC(=CC1C(=O)NC1=NC(=NS1)CN(C)C)C1=CC(=CC=C1)OC